C(C(C)C)C=1SC2=C(C1C)C=CC(=C2)OB(O)O (2-isobutyl-3-methylbenzothiofuran-6-yl)boric acid